3-[5-(6-methoxyisoquinolin-1-yl)-1-oxo-2,3-dihydro-1H-isoindol-2-yl]piperidine COC=1C=C2C=CN=C(C2=CC1)C=1C=C2CN(C(C2=CC1)=O)C1CNCCC1